6-(2-methoxyethoxy)-N-methyl-1H-indole-1-carboxamide succinate C(CCC(=O)O)(=O)O.COCCOC1=CC=C2C=CN(C2=C1)C(=O)NC